BrC1=C(C2=C(N=NN2)C=C1)F 5-bromo-4-fluoro-3H-1,2,3-benzotriazole